C(C)(C)(C)OC(=O)N1[C@H]([C@H](C1)OC=1C=NC(=CC1)C(NC)=O)C (2s,3s)-2-methyl-3-((6-(methylcarbamoyl)pyridin-3-yl)oxy)azetidine-1-carboxylic acid tert-butyl ester